N[C@H]1C2N(CC1CC2)C(=O)C2=CC1=C(N(C(=N1)C1=CC=3C(=NC(=CC3)C=3C=C4C=CC(=NC4=CC3)C(=O)N)N1CC1CC1)C)C(=C2)OC 6-(2-{5-[(7R)-7-amino-2-azabicyclo[2.2.1]heptane-2-carbonyl]-7-methoxy-1-methyl-1H-1,3-benzodiazol-2-yl}-1-(cyclopropylmethyl)-1H-pyrrolo[2,3-b]pyridin-6-yl)quinoline-2-carboxamide